(3R,4R)-1-(4-aminopyrimidin-2-yl)-3-fluoro-3-methylpiperidin-4-ol NC1=NC(=NC=C1)N1C[C@@]([C@@H](CC1)O)(C)F